4-(2-(4-chloro-1,1-dioxido-6-(2,4,6-trichlorophenyl)-1,2,6-thiadiazinan-2-yl)acetamido)adamantan-1-carboxamide ClC1CN(S(N(C1)C1=C(C=C(C=C1Cl)Cl)Cl)(=O)=O)CC(=O)NC1C2CC3(CC(CC1C3)C2)C(=O)N